cyclohexane-1,4-dicarboxylic acid di(butyl) ester C(CCC)OC(=O)C1CCC(CC1)C(=O)OCCCC